C(C)(C)(C)C1C2=C(C=NC1)SC(=C2C#N)NC(CC2=CC=C(C=C2)S(N)(=O)=O)=O Tert-butyl-3-cyano-2-(2-(4-sulfamoylphenyl)acetamido)-4,5-dihydrothieno[2,3-c]pyridine